N-(3-(5-fluoro-2-(3-(3-(2-oxopyrrolidin-1-yl)propoxy)phenylamino)pyrimidin-4-yloxy)phenyl)acrylamide FC=1C(=NC(=NC1)NC1=CC(=CC=C1)OCCCN1C(CCC1)=O)OC=1C=C(C=CC1)NC(C=C)=O